(R)-4-{(R)-1-[7-(3,4,5-trimethoxy-phenyl)-[1,6]naphthyridine-5-yloxy]-ethyl}pyrrolidin-2-one COC=1C=C(C=C(C1OC)OC)C1=NC(=C2C=CC=NC2=C1)O[C@H](C)[C@@H]1CC(NC1)=O